1-((2-(2,6-dioxopiperidin-3-yl)-1-oxoisoindolin-5-yl)methyl)-3-(4-((2-hydroxybenzyl)oxy)phenyl)urea O=C1NC(CCC1N1C(C2=CC=C(C=C2C1)CNC(=O)NC1=CC=C(C=C1)OCC1=C(C=CC=C1)O)=O)=O